(R)-1-(3-(4-amino-3-(6-(2,6-difluorophenoxy)-2-fluoropyridin-3-yl)-1H-pyrazolo[3,4-d]pyrimidin-1-yl)piperidin-1-yl)prop-2-en-1-one NC1=C2C(=NC=N1)N(N=C2C=2C(=NC(=CC2)OC2=C(C=CC=C2F)F)F)[C@H]2CN(CCC2)C(C=C)=O